C1(CC1)C1=C2N(C(C=C1CC1=CC3=CC=CC=C3C=C1)=O)C(CS2)CCB(O)O (2-(8-cyclopropyl-7-(naphthalen-2-ylmethyl)-5-oxo-3,5-dihydro-2H-thiazolo[3,2-a]pyridin-3-yl)ethyl)boronic acid